N-benzyl-1,3-bis(aminomethyl)benzene tert-butyl-(2-acetamido-5-(1-methyl-6-oxo-1,6-dihydropyridazin-3-yl)pyridin-4-yl)carbamate C(C)(C)(C)N(C(O)=O)C1=CC(=NC=C1C1=NN(C(C=C1)=O)C)NC(C)=O.C(C1=CC=CC=C1)NCC1=CC(=CC=C1)CN